COC([C@@H]1[C@H]([C@@H]([C@]([C@@](O)(O1)Br)(O)C(C)=O)O)O)=O Acetyl-bromo-α-D-glucuronic acid methyl ester